3-((4-((1R,5S)-3,8-diazabicyclo[3.2.1]octan-3-yl)-8-fluoro-7-(3-hydroxynaphthalen-1-yl)quinazolin-2-yl)oxy)-N,2,2-trimethylpropanamide [C@H]12CN(C[C@H](CC1)N2)C2=NC(=NC1=C(C(=CC=C21)C2=CC(=CC1=CC=CC=C21)O)F)OCC(C(=O)NC)(C)C